3-benzyl-5-(3-((tert-butyldimethylsilyl)oxy)phenyl)pyrazin-2-amine C(C1=CC=CC=C1)C=1C(=NC=C(N1)C1=CC(=CC=C1)O[Si](C)(C)C(C)(C)C)N